7-chloro-5-methoxy-1,2,3,4-tetrahydroisoquinolin-4-ol ClC1=CC(=C2C(CNCC2=C1)O)OC